ethyl (2,2,3,3-tetrafluoropropyl) carbonate C(OCC)(OCC(C(F)F)(F)F)=O